4-(2-methylazepan-1-yl)-6,7-dihydro-5H-pyrrolo[3,4-d]pyrimidin CC1N(CCCCC1)C=1C2=C(N=CN1)CNC2